C[C@@H]1CN(C[C@@H](O1)C)C(=O)C=1C2=C(N(N1)CC(=O)N1CCC(CC1)OC1=C(C=CC(=C1)C)F)CCC2 2-{3-[(2R,6S)-2,6-Dimethylmorpholin-4-carbonyl]-5,6-dihydrocyclopenta[c]pyrazol-1(4H)-yl}-1-[4-(2-fluoro-5-methylphenoxy)piperidin-1-yl]ethan-1-on